(S)-5-(6-((2-cyclopropylpropan-2-yl)amino)-4-(trifluoromethyl)pyridin-3-yl)-N-(2-hydroxy-2-methylpropyl)-4-(2-methylpyrrolidine-1-carbonyl)thiazole-2-carboxamide C1(CC1)C(C)(C)NC1=CC(=C(C=N1)C1=C(N=C(S1)C(=O)NCC(C)(C)O)C(=O)N1[C@H](CCC1)C)C(F)(F)F